tert-butyl (S)-5-amino-4-(5-bromo-4,6-difluoro-1-oxoisoindolin-2-yl)-5-oxopentanoate NC([C@H](CCC(=O)OC(C)(C)C)N1C(C2=CC(=C(C(=C2C1)F)Br)F)=O)=O